CN1CC(OCC1)C(C)OC1=C(C(=O)O)C=CN=C1 3-[1-(4-methylmorpholin-2-yl)ethoxy]isonicotinic acid